C1N(CCC2=CC=CC=C12)C[C@H](CN1C(C2=CC=C(C=C2CC1)N1CCN(CC1)C(C(C)C)=O)=O)O 2-[(2R)-3-(3,4-dihydro-1H-isoquinolin-2-yl)-2-hydroxy-propyl]-6-[4-(2-methylpropanoyl)piperazin-1-yl]-3,4-dihydroisoquinolin-1-one